(R)-3-(isopropoxymethyl)-1-methylpiperazine C(C)(C)OC[C@H]1CN(CCN1)C